(R)-6-((1-((4-Amino-3-hydroxy-2,4-dimethylpentan-2-yl)sulfonyl)cyclopropyl)methyl)-N-(4-cyanobenzyl)-1-methyl-7-oxo-4,5,6,7-tetrahydro-1H-pyrazolo[3,4-c]pyridine-3-carboxamide NC([C@H](C(C)(C)S(=O)(=O)C1(CC1)CN1C(C2=C(CC1)C(=NN2C)C(=O)NCC2=CC=C(C=C2)C#N)=O)O)(C)C